C(C)(C)(C)C=1C=C(C=CC1)C1CC2(C1)CN(CC2)C(=O)C2CC(C2)(C)O (2-(3-(tert-Butyl)phenyl)-6-azaspiro[3.4]octan-6-yl)((1s,3s)-3-hydroxy-3-methylcyclobutyl)methanon